3-[5-chloro-7-fluoro-2-(4-fluorophenyl)-1H-indol-3-yl]-N-[1-(hydroxymethyl)cyclobutyl]propanamide ClC=1C=C2C(=C(NC2=C(C1)F)C1=CC=C(C=C1)F)CCC(=O)NC1(CCC1)CO